ClC1=CC=2OCCN(C2C=N1)C(=O)OC(C)(C)C tert-butyl 7-chloro-2,3-dihydro-4H-pyrido[4,3-b][1,4]oxazine-4-carboxylate